6,7-dihydro-5H-pyrazolo[1,5-a]pyrimidin-4-yl-[rac-(5s,7s)-7-fluoro-5-phenyl-6,7-dihydro-5H-pyrrolo[1,2-b][1,2,4]triazol-2-yl]methanone N1=CC=C2N1CCCN2C(=O)C=2N=C1N(N2)[C@@H](C[C@@H]1F)C1=CC=CC=C1 |r|